(3R,4S)-(1-(5-(6-ethoxy-1H-pyrazolo[3',4':3,4]pyrazolo[1,5-a]pyridin-4-yl)pyridin-2-yl)-3-hydroxypiperidin-4-yl)-2-trifluoromethylbenzamide C(C)OC=1C=C(C=2N(C1)N=C1C2C=NN1)C=1C=CC(=NC1)N1C[C@@H]([C@@H](CC1)C=1C(=C(C(=O)N)C=CC1)C(F)(F)F)O